C(C)(=O)C1=NN(C2=CC(=CC=C12)S(=O)C)CC(=O)N1[C@@H](C[C@H](C1)F)C(=O)NC1=NC(=CC=C1)Br (2S,4R)-1-(2-(3-acetyl-6-(methylsulfinyl)-1H-indazol-1-yl)acetyl)-N-(6-bromopyridin-2-yl)-4-fluoropyrrolidine-2-carboxamide